BrC1=CC=C(C=C1)CCSC (4-bromophenyl-ethyl)(methyl)sulfane